5,7-di-tert-butyl-1,2,3,3a-tetrahydro-9H-benzo[e]pyrrolo[2,1-b][1,3]oxazin-9-one C(C)(C)(C)C1=CC(=CC=2C(N3C(OC21)CCC3)=O)C(C)(C)C